2-((S)-4-(8-fluoro-2-(((S)-1-methylpyrrolidin-2-yl)methoxy)-7-(5,6,7,8-tetrahydroisoquinolin-4-yl)pyridino[4,3-d]pyrimidin-4-yl)-1-(2-fluoroacryloyl)piperazin-2-yl)acetonitrile FC1=C(N=CC2=C1N=C(N=C2N2C[C@@H](N(CC2)C(C(=C)F)=O)CC#N)OC[C@H]2N(CCC2)C)C2=CN=CC=1CCCCC21